(9-methoxy-5-phenylimidazo[1,2-c]thieno[3,2-e]pyrimidin-8-yl)(piperidin-1-yl)methanone COC1=C(SC2=C1C=1N(C(=N2)C2=CC=CC=C2)C=CN1)C(=O)N1CCCCC1